Br\C(=C/C(OCCOCC1=CC=C(C=C1)OC)(F)F)\[N+](CC)(CC)[O-] (Z)-1-bromo-N,N-diethyl-3,3-difluoro-3-(2-((4-methoxybenzyl)oxy)ethoxy)prop-1-en-1-amine oxide